((2R,7aS)-2-fluorotetrahydro-1H-pyrrolizine-7a(5H)-yl)methanol F[C@@H]1C[C@@]2(CCCN2C1)CO